ClC=1C=C2C=C(NC2=CC1OCC=1N=CSC1)CNC(=O)C1CC12CC2 N-((5-chloro-6-(thiazol-4-ylmethoxy)-1H-indol-2-yl)methyl)spiro[2.2]pentane-1-carboxamide